Ferrous isooctanoate C(CCCCC(C)C)(=O)[O-].[Fe+2].C(CCCCC(C)C)(=O)[O-]